ClC1=C(C(=O)O)C=CC(=N1)C(F)(F)F 2-chloro-6-trifluoromethyl-nicotinic acid